γ-tetradecenolactone C1(CC=CCCCCCCCCCCO1)=O